(3aS,6aR)-2-tert-butyl 1-methyl 5-((4,4,5,5-tetramethyl-1,3,2-dioxaborolan-2-yl)methyl)hexahydrocyclopenta[c]pyrrole-1,2(1H)-dicarboxylate CC1(OB(OC1(C)C)CC1C[C@H]2[C@H](C(N(C2)C(=O)OC(C)(C)C)C(=O)OC)C1)C